1-[3-chloro-4-(3-sulfonylpropoxy)phenyl]ethan-1-one ClC=1C=C(C=CC1OCCC=S(=O)=O)C(C)=O